CC1=CC=CC(=N1)C(=O)N 6-methylpyridinamide